2-(5,6-difluoro-1H-indazol-3-yl)-7,8-dihydro-5H-pyrano[4,3-b]pyridine FC=1C=C2C(=NNC2=CC1F)C1=CC=C2C(=N1)CCOC2